3-Fluoro-2-(4-methoxybenzyloxy)-5-(4-(3-(pyrrolidin-1-yl)phenyl)-1H-1,2,3-triazol-1-yl)benzaldehyde FC=1C(=C(C=O)C=C(C1)N1N=NC(=C1)C1=CC(=CC=C1)N1CCCC1)OCC1=CC=C(C=C1)OC